FCC1C(C(=O)NC1=O)CF.OC(C)C=1NC=C[N+]1C 1-hydroxyethyl-3-methylimidazolium bis-fluoromethylsuccinimide salt